4-(bromoethynyl)-1,1'-biphenyl BrC#CC1=CC=C(C=C1)C1=CC=CC=C1